FC1(CCC(CC1)NC(C1=NC=CC(=C1)N1C=NC=C1)=O)F N-(4,4-difluorocyclohexyl)-4-(1H-imidazol-1-yl)picolinamide